3-(2-(4-(3-(trifluoromethyl)phenyl)piperazin-1-yl)ethoxy)benzonitrile FC(C=1C=C(C=CC1)N1CCN(CC1)CCOC=1C=C(C#N)C=CC1)(F)F